C(#N)CCC(C(=O)OC(C)(C)C)C=1C(=NC2=CC=C(C=C2C1)[N+](=O)[O-])C tert-butyl 4-cyano-2-(2-methyl-6-nitroquinolin-3-yl)butanoate